2-(3-(5-amino-6-(1-methyl-1H-1,2,3-triazol-5-yl)pyrazin-2-yl)-4-methylphenyl)-3,3,3-trifluoro-2-hydroxypropanamide trifluoroacetate FC(C(=O)O)(F)F.NC=1N=CC(=NC1C1=CN=NN1C)C=1C=C(C=CC1C)C(C(=O)N)(C(F)(F)F)O